C(\C=C\CCCCCC=CCCCC)CC(=O)O.CC1=C(C(=NC=C1)CCCCCCCCCCCCCCCC)C dimethyl-hexadecyl-pyridine (E)-9,2-Tetradecadienyl-acetate